ClC1=NC=2N(C(=C1)NCC1(CNC1)C1=CC=C(C=C1)F)N=C(C2)C(F)(F)F 5-Chloro-N-((3-(4-fluorophenyl)azetidin-3-yl)methyl)-2-(trifluoromethyl)pyrazolo[1,5-a]pyrimidin-7-amine